(1S,3S)-3-((6-(1-methyl-5-((((R)-1-phenylethoxy)carbonyl)amino)-1H-1,2,3-triazol-4-yl)pyridin-3-yl)oxy)cyclohexane-1-carboxylic acid CN1N=NC(=C1NC(=O)O[C@H](C)C1=CC=CC=C1)C1=CC=C(C=N1)O[C@@H]1C[C@H](CCC1)C(=O)O